FC1=C(C=CC=C1)S(=O)(=O)NC(=O)C=1OC2=C(C1)C=CC(=C2)CNC(=O)C2CCNCC2 N-((2-(((2-fluorophenyl)sulfonyl)carbamoyl)benzofuran-6-yl)methyl)piperidine-4-carboxamide